NC1=NC=2C=CC=NC2C2=C1C(OCC(N2)CCCCC)=O 6-amino-2-pentyl-2,3-dihydro-[1,4]oxazepino[6,5-c][1,5]naphthyridine-5(1H)-one